ClC=1C=C(C=CC1)C1(C(N(C=2C1=NC=CC2)C)=O)O 3-(3-chlorophenyl)-3-hydroxy-1-methyl-1,3-dihydro-2H-pyrrolo[3,2-b]pyridin-2-one